C(CCCO)O 1,4-Butandiol